[2H]C(NC(=O)N[C@H]1[C@@H](C1)C(F)(F)F)(C1=CC(=NC=C1)OC(F)F)[2H] |r| 1-[dideuterio-[2-(difluoromethoxy)pyridin-4-yl]methyl]-3-[rac-(1R,2R)-2-(trifluoromethyl)cyclopropyl]urea